NC1=NC=CC=C1C1=NC=2C(=NC(=CC2)C2=CC=CC=C2)N1C1=CC=C(CN2C[C@@H]3[C@@H](C2)CNC3)C=C1 (3aR,6aR)-5-(4-(2-(2-Aminopyridin-3-yl)-5-phenyl-3H-imidazo[4,5-b]pyridin-3-yl)benzyl)hexahydropyrrolo[3,4-c]pyrrol